BrC1=C2C=NNC2=CC=C1Cl 4-bromo-5-chloro-1H-indazole